C([C@@H](C(=O)O)O)C(=O)O S-(-)-malic acid